(3R)-N-[3-[8-[2-[2-(2-aminoethoxy)ethoxy]ethyl]-2-(cyclopropylmethylamino)-7-oxopyrido[2,3-d]pyrimidin-6-yl]-2,4-difluorophenyl]-3-fluoropyrrolidine-1-sulfonyl-amide hydrochloride Cl.NCCOCCOCCN1C(C(=CC2=C1N=C(N=C2)NCC2CC2)C=2C(=C(C=CC2F)[N-]S(=O)(=O)N2C[C@@H](CC2)F)F)=O